C(C)NC=1C=CC(=NC1C)C1=CNC2=C(C=CC=C12)C#N 3-[5-(ethylamino)-6-methylpyridin-2-yl]-1H-indole-7-carbonitrile